C(C1=CC=CC=C1)NC1=CSC=2C1=NC(=CC2)C=2C=NN(C2)C N-benzyl-5-(1-methyl-1H-pyrazol-4-yl)thieno[3,2-b]pyridin-3-amine